racemic-(5s,9r)-2-methoxy-7-(methyl-d3)-8-((methylsulfonyl)oxy)-11-oxo-7,8,9,10-tetrahydro-5,9-methanocycloocta[b]pyridine-5(6H)-carboxylic acid methyl ester COC(=O)[C@@]12CC(C([C@@H](CC3=NC(=CC=C31)OC)C2=O)OS(=O)(=O)C)C([2H])([2H])[2H] |r|